COC([C@@H](C1=C(C=CC(=C1)Cl)OC)N1C(C2=CC(=CC=C2C1)Br)=O)=O |r| (2RS)-2-(6-bromo-1-oxo-isoindolin-2-yl)-2-(5-chloro-2-methoxy-phenyl)acetic acid methyl ester